N-(2-ethoxyphenyl)-1,3-dihydro-6,8-dimethoxy-4-methyl-2H-pyrrolo[3,4-c]quinoline-2-carboxamide C(C)OC1=C(C=CC=C1)NC(=O)N1CC=2C(=NC=3C(=CC(=CC3C2C1)OC)OC)C